[Si](C)(C)(C(C)(C)C)OC[C@H]1N(CC1)C(=O)OC(C)(C)C tert-butyl (2S)-2-[[tert-butyl(dimethyl)silyl]oxymethyl]azetidine-1-carboxylate